CN(C=1C=C(C=NC1)C=1C=C2C(=C(C=NC2=CC1)S(=O)(=O)N1CCOCC1)NC1=C(C(=O)O)C=CC=C1)C 2-[[6-[5-(dimethylamino)-3-pyridyl]-3-morpholinosulfonyl-4-quinolyl]amino]benzoic acid